ClC1=CC=C(C=C1)C=1N=CN(C1C1=CC(=NC=C1)C(F)F)CC(=O)N1CCC2(CN(C2)C(=O)OC(C)(C)C)CC1 tert-butyl 7-{2-[4-(4-chlorophenyl)-5-[2-(difluoromethyl) pyridin-4-yl]-1H-imidazol-1-yl] acetyl}-2,7-diazaspiro[3.5]nonane-2-carboxylate